3-(((tert-butoxycarbonyl)amino)methyl)-3-fluorocyclobutyl 4-methylbenzenesulfonate CC1=CC=C(C=C1)S(=O)(=O)OC1CC(C1)(F)CNC(=O)OC(C)(C)C